OC[C@H](C)N1CN=CC=C1 N-[(2S)-1-hydroxypropan-2-yl]pyrimidine